FC=1C=CC(=NC1)[C@@H](CO)OC=1C=2N(C=C(C1)C=1C=NN(C1C)C1CCC(CC1)O)N=CC2C#N 4-((S)-1-(5-fluoropyridin-2-yl)-2-hydroxyethoxy)-6-(1-((1r,4S)-4-hydroxycyclohexyl)-5-methyl-1H-pyrazol-4-yl)pyrazolo[1,5-a]pyridine-3-carbonitrile